2-(1-(4-bromophenyl)-3-(4-fluorophenyl)-1H-pyrazol-4-yl)-5-methyl-3-(2-(2-oxoindol-6-yl)ethyl)oxazolidin-4-one BrC1=CC=C(C=C1)N1N=C(C(=C1)C1OC(C(N1CCC=1C=CC2=CC(N=C2C1)=O)=O)C)C1=CC=C(C=C1)F